(R)-tert-Butyl 3-(1,3-dioxoisoindolin-2-yl)-2-methylpropylcarbamate O=C1N(C(C2=CC=CC=C12)=O)C[C@@H](CNC(OC(C)(C)C)=O)C